C[C@H]1NC2=CC=C3N(N=C(C(OC[C@@H](OC4=CC=C(C=C14)F)C)=O)C3=N2)C (3R,11S)-3,11,17-trimethyl-10,13-dioxa-6-fluoro-2,16,17,21-tetraazatetracyclo[13.5.2.04,9.018,22]Docosane-1(20),4,6,8,15,18,21-heptaen-14-one